(6-bromopyridine-2-yl)-3-hydroxypyrrolidine-1-carboxylic acid tert-butyl ester C(C)(C)(C)OC(=O)N1C(C(CC1)O)C1=NC(=CC=C1)Br